tricarbonyl-benzene C(=O)=C1C(C(C=CC1)=C=O)=C=O